2-(5-fluoropyridin-2-yl)-5,5a,6,6a-tetrahydro-4H-cyclopropa[e]pyrazolo[1,5-a]pyridine FC=1C=CC(=NC1)C1=NN2C(CCC3C2C3)=C1